(R)-4-(3-fluoro-4-(trifluoromethoxy)benzyl)-3-(hydroxymethyl)piperazine-1-carboxylic acid tert-butyl ester C(C)(C)(C)OC(=O)N1C[C@@H](N(CC1)CC1=CC(=C(C=C1)OC(F)(F)F)F)CO